(E)-2-(2-isopropyl-4-methyl-5-pyrimidinylcarbonylamino)-5,5-dimethyl-3-hexenoic acid C(C)(C)C1=NC=C(C(=N1)C)C(=O)NC(C(=O)O)\C=C\C(C)(C)C